C(CCC)C1=NC=2C(=C(N=NC2N(C2=C(C=C(C=C2)OC)OC)C2=C(C=C(C=C2)OC)OC)Cl)N1 2-butyl-7-chloro-N,N-bis(2,4-dimethoxyphenyl)-1H-imidazo[4,5-d]pyridazin-4-amine